FC(C1=C(C=C2CCCN(C2=C1)C=1C=C(C2=C(N(C(N2C)=O)C)C1)C(C)C)C=1C=NN(C1)C)F 6-(7-(difluoromethyl)-6-(1-methyl-1H-pyrazol-4-yl)-3,4-dihydroquinolin-1(2H)-yl)-4-isopropyl-1,3-dimethyl-1H-benzo[d]imidazol-2(3H)-one